7-(3-chloro-4-methylphenyl)-1-(3,4,5-trimethoxyphenyl)-3,4-dihydropyrrolo[1,2-a]pyrazine ClC=1C=C(C=CC1C)C=1C=C2N(CCN=C2C2=CC(=C(C(=C2)OC)OC)OC)C1